C(=O)(O)[C@@H](CC=1C=C(C(=O)N(CCC=2C=C(C=CC2)C[C@H](C(=O)O)[C@@H]2CNCC2)CCC=2C=C(C=CC2)C[C@H](C(=O)O)[C@@H]2CNCC2)C=CC1)[C@@H]1CNCC1 (2S,2'S)-3,3'-((((3-((S)-2-carboxy-2-((R)-pyrrolidin-3-yl)ethyl)benzoyl)azanediyl)bis(ethane-2,1-diyl))bis(3,1-phenylene))bis(2-((R)-pyrrolidin-3-yl)propanoic acid)